[Co].[Ni].[P] phosphorus nickel-cobalt